[1,1':4',1'']terphenyl-3'-ylamine C1(=CC=CC=C1)C1=CC(=C(C=C1)C1=CC=CC=C1)N